C=1N=CN2C1C1=CC=CC=C1[C@@H]2C2C(C=1N(CC2)C=NN1)O 7-((s)-5H-imidazo[5,1-a]isoindol-5-yl)-5,6,7,8-tetrahydro-[1,2,4]triazolo[4,3-a]pyridin-8-ol